(Z)-hex-1,3-diene C=C\C=C/CC